N-(2-((5-chloro-2-((1-methyl-1H-indazol-6-yl)amino)pyrimidin-4-yl)amino)phenyl)-N-methyl-methanesulfonamide ClC=1C(=NC(=NC1)NC1=CC=C2C=NN(C2=C1)C)NC1=C(C=CC=C1)N(S(=O)(=O)C)C